4-[4-[2-[3-[4-(2-carboxyethyl)-2,6-dichloro-phenoxy]propoxy]ethoxy]-3,5-dichloro-anilino]pyridazine-3-carboxylic acid C(=O)(O)CCC1=CC(=C(OCCCOCCOC2=C(C=C(NC3=C(N=NC=C3)C(=O)O)C=C2Cl)Cl)C(=C1)Cl)Cl